C(C)C(COC1=CC=C(C=C1)C1(C2=CC(=CC=C2C=2C=CC(=CC12)B(O)O)B(O)O)C1=CC=C(C=C1)OCC(CCCC)CC)CCCC.OC(C)(C)C(C)(C)O.OC(C)(C)C(C)(C)O Bis(pinacol) 9,9-bis((4-((2-ethylhexyl)oxy)phenyl))fluorene-2,7-diboronate